C(C)(=O)OC=1C(OC(=CC1)C(=O)[O-])=O.[Na+].ClC=1C=CC(=C(C(=O)NC2=CC(=CC=C2)C(N)=O)C1)OC1=C(C=C(C=C1)F)OC 5-chloro-N-(3-carbamoylphenyl)-2-(4-fluoro-2-methoxyphenoxy)benzamide sodium 3-acetoxy-2-oxo-2H-pyran-6-carboxylate